C(C)(C)(C)[S@](=O)NCC=1N=C(SC1)C(=O)C1=CN(C2=CC(=CC=C12)F)C(=O)OC(C)(C)C tert-butyl (S)-3-(4-(((tert-butylsulfinyl)amino)methyl)thiazole-2-carbonyl)-6-fluoro-1H-indole-1-carboxylate